2-amino-7-fluoro-1,3-benzothiazol-4-ol NC=1SC=2C(N1)=C(C=CC2F)O